N-((3R,4S,6R)-4-amino-6-((S)-1-(4-fluorophenyl)-1,2,3,4-tetrahydroisoquinoline-2-carbonyl)tetrahydro-2H-pyran-3-yl)propanamide N[C@@H]1[C@H](CO[C@H](C1)C(=O)N1[C@H](C2=CC=CC=C2CC1)C1=CC=C(C=C1)F)NC(CC)=O